C(C)(C)(C)C1C(CN(C1)C(=O)NC1=C(C=C(C(=C1)C=1C=C(C=2N(C1)C=CN2)N2CCOCC2)C)F)(F)F 4-(Tert-butyl)-3,3-difluoro-N-(2-fluoro-4-methyl-5-(8-morpholinoimidazo[1,2-a]pyridin-6-yl)phenyl)pyrrolidine-1-carboxamide